CN1CCN(CC1)C1=CC=C(C=N1)C(=O)O 6-(4-methylpiperazin-1-yl)pyridine-3-carboxylic acid